CON(C(=O)C1CCC(CC1)C(=O)OC)C methyl (1r,4r)-4-(methoxy(methyl)carbamoyl)cyclohexane-1-carboxylate